C(C)(C)(C)OC(CN(CC(F)(F)F)CC1=CC(=C(CC(C(=O)OC)C(C)=O)C=C1)OC)=O methyl 2-(4-(((2-tert-butoxy-2-oxoethyl) (2,2,2-trifluoroethyl)amino)methyl)-2-methoxybenzyl)-3-oxobutanoate